[6-(5-cyclopropyl-4H-1,2,4-triazol-3-yl)-2-azaspiro[3.3]heptan-2-yl]-[3-[(6,6-difluoro-3-bicyclo[3.1.0]hexanyl)methoxy]azetidin-1-yl]methanone C1(CC1)C=1NC(=NN1)C1CC2(CN(C2)C(=O)N2CC(C2)OCC2CC3C(C3C2)(F)F)C1